Cl.Cl.N1C=NC2=C1C=CC(=C2)CN (1H-1,3-benzodiazol-5-yl)methylamine dihydrochloride